S1C(NCC1)=S thiazolidin-2-thione